(S)-2-(5-(1H-pyrazol-5-yl)indoline-1-carbonyl)pyrrolidine-1-carbonitrile N1N=CC=C1C=1C=C2CCN(C2=CC1)C(=O)[C@H]1N(CCC1)C#N